4-amino-2,2-dimethyltetrahydropyran hydrochloride Cl.NC1CC(OCC1)(C)C